N(=[N+]=[N-])CC1=CN=C(S1)C1CC(CC1)(C)C 5-(azidomethyl)-2-(3,3-dimethylcyclopentyl)thiazole